FC=1C=C(C=NC1)C1=CC(=NC(=N1)C=1C=NC=CC1)N1CCC(CC1)CO (1-(6-(5-Fluoropyridin-3-Yl)-2-(pyridin-3-Yl)Pyrimidin-4-Yl)piperidin-4-Yl)methanol